C1(=CC=CC2=CC=CC=C12)NC1=CN=C2C(=N1)NN=C2N N6-(1-naphthyl)-1H-pyrazolo[3,4-b]pyrazine-3,6-diamine